rac-(R)-6-chloro-7-(2-(((3-chloropyridin-2-yl)oxy)methyl)pyrrolidin-1-yl)-1-(1,5-dimethyl-1H-pyrazol-4-yl)-4-oxo-1,4-dihydro-quinoline-3-carboxylic acid ClC=1C=C2C(C(=CN(C2=CC1N1[C@H](CCC1)COC1=NC=CC=C1Cl)C=1C=NN(C1C)C)C(=O)O)=O |r|